5-chloro-2-methyl-N-((1r,4r)-4-((2-oxo-3-phenethyl-2,3-dihydro-1H-benzo[d]imidazol-1-yl)methyl)cyclohexyl)nicotinamide ClC=1C=NC(=C(C(=O)NC2CCC(CC2)CN2C(N(C3=C2C=CC=C3)CCC3=CC=CC=C3)=O)C1)C